[Cl-].[Cl-].[Cl-].C(C(C)C)[Ti+3] isobutyl-titanium trichloride